palmitoyl-aspartate C(CCCCCCCCCCCCCCC)(=O)N[C@@H](CC(=O)[O-])C(=O)[O-]